C(C1=CC=CC=C1)(=O)OC1=NC=NO1 1,2,4-oxadiazol-5-yl benzoate